3-(hydroxy (methyl) phosphinyl)-propionate OP(=O)(CCC(=O)[O-])C